N-(3-methoxybenzyl)-N-(4-(4-methylpiperazin-1-yl)benzyl)-4-(morpholinomethyl)oxazol-2-amine COC=1C=C(CN(C=2OC=C(N2)CN2CCOCC2)CC2=CC=C(C=C2)N2CCN(CC2)C)C=CC1